2-(6-amino-2-chloropyridin-3-yl)-2-oxoethyl (1S,3S)-7-(3-chloro-2-fluoro-6-(1H-tetrazol-1-yl)phenyl)-1-methyl-5-oxo-1,2,3,5-tetrahydroindolizine-3-carboxylate ClC=1C(=C(C(=CC1)N1N=NN=C1)C1=CC(N2[C@@H](C[C@@H](C2=C1)C)C(=O)OCC(=O)C=1C(=NC(=CC1)N)Cl)=O)F